(2-Fluoro-4-(thiazol-2-yl)phenyl)methylamine FC1=C(C=CC(=C1)C=1SC=CN1)CN